[Co].BrC=1C=C(C(=NC1C=1OC=C(N1)C1=CC=CC=C1)C=1OC=C(N1)C1=CC=CC=C1)Br dibromo[2,6-bis[4-(S)-phenyl-2-oxazolyl]pyridine] cobalt